4-((7-chloroisoquinolin-1-yl)amino)picolinic acid ClC1=CC=C2C=CN=C(C2=C1)NC1=CC(=NC=C1)C(=O)O